C(=O)O.O=C1NC(CCC1NC1=CC=C(C=C1)C1CCN(CC1)CCCCCCC=1N=C2N(C=C(C(=C2)OC(C)C)NC(=O)C2=NC(=CC=C2)C(F)(F)F)C1)=O N-[2-[6-[4-[4-[(2,6-dioxo-3-piperidyl)amino]phenyl]-1-piperidyl]hexyl]-7-isopropoxy-imidazo[1,2-a]pyridin-6-yl]-6-(trifluoromethyl)pyridine-2-carboxamide formic acid salt